OC1=C(C=CC(=C1)O)C(C(=O)C1=CC=C(C=C1)OC)C (2,4-dihydroxyphenyl)-1-(4-methoxyphenyl)propan-1-one